[Na+].OC(CC(=O)[O-])C beta-hydroxybutyrate sodium salt